[N-](S(=O)(=O)C(F)(F)F)S(=O)(=O)C(F)(F)F.C(CCC)[N+](C)(CCCC)CCCC tri-n-butylmethylammonium bistrifluoromethanesulfonimide